2'-(Methylthio)-5',8'-dihydro-2H,6'H-spiro[acenaphthylene-1,7'-quinazolin]-4'-yl trifluoromethanesulfonate FC(S(=O)(=O)OC1=NC(=NC=2CC3(CCC12)CC1=CC=CC2=CC=CC3=C12)SC)(F)F